NC=1N=NC(=CC1N1C2CN(CC1CC2)C=2C=C(OCCN1CCN(CC1)C(=O)OCC1=CC=CC=C1)C=CC2)C2=C(C=CC(=C2)F)O Benzyl 4-[2-[3-[8-[3-amino-6-(5-fluoro-2-hydroxy-phenyl)pyridazin-4-yl]-3,8-diazabicyclo[3.2.1]octan-3-yl]phenoxy]ethyl]piperazine-1-carboxylate